2-methylpiperidinium CC1[NH2+]CCCC1